COC(C1=NC=C(C=C1Cl)C(=O)Cl)=O 3-chloro-5-chloroformyl-2-picolinic acid methyl ester